CN1N=CC=2C1=NC(=CC2N2CC1=C(CC2)N(N=C1C)CC12CCC(CC1)(CC2)NCC(=O)N2CCCC2)C 2-((4-((5-(1,6-dimethyl-1H-pyrazolo[3,4-b]pyridin-4-yl)-3-methyl-4,5,6,7-tetrahydro-1H-pyrazolo[4,3-c]pyridin-1-yl)methyl)bicyclo[2.2.2]octan-1-yl)amino)-1-(pyrrolidin-1-yl)ethanone